ethyl 5-(4-nitropyridin-3-yl)-1H-pyrazole-3-carboxylate [N+](=O)([O-])C1=C(C=NC=C1)C1=CC(=NN1)C(=O)OCC